1-(4-(phenylthio)phenyl)-1,2-octanedione C1(=CC=CC=C1)SC1=CC=C(C=C1)C(C(CCCCCC)=O)=O